ClC=1C=C(CC=2C=C3C(=NNC3=CC2)\C=C\C2=NC=CC=C2)C=C(C1)F (E)-5-(3-chloro-5-fluorobenzyl)-3-(2-(pyridin-2-yl)vinyl)-1H-indazole